tert-butyl ((2R)-1,4-dioxo-1-((1-oxo-4-phenylbutan-2-yl)amino)-4-(tritylamino)butan-2-yl)carbamate O=C([C@@H](CC(NC(C1=CC=CC=C1)(C1=CC=CC=C1)C1=CC=CC=C1)=O)NC(OC(C)(C)C)=O)NC(C=O)CCC1=CC=CC=C1